C(C)OC(CC=1N=C(SC1)CNC(=O)CN1N=C(C=2C(=CC=CC12)C1=C(C=C2C=NN(C2=C1)C)F)C1CCN(CC1)C(=O)OC(C)(C)C)=O tert-butyl 4-{1-[({[4-(2-ethoxy-2-oxoethyl)-1,3-thiazol-2-yl]methyl}carbamoyl)methyl]-5'-fluoro-1'-methyl-[4,6'-biindazol]-3-yl}piperidine-1-carboxylate